NC=1N=NC(=CC1N1CC2CCC(C1)N2C2=NC=C(C=N2)C2CCN(CC2)C2CCC1(CC(C1)C(=O)O)CC2)C2=C(C=CC=C2)O 7-[4-[2-[3-[3-amino-6-(2-hydroxyphenyl)pyridazin-4-yl]-3,8-diazabicyclo[3.2.1]octan-8-yl]pyrimidin-5-yl]-1-piperidyl]spiro[3.5]nonane-2-carboxylic acid